isobutyl-5-methyl-1H-pyrazol-3-amine C(C(C)C)N1N=C(C=C1C)N